NC1=C(C(=C(C=C1)C=1C(=C2C(=NC1)NC[C@@]21C[C@](CC1)(C(=O)N)CC)Cl)F)C(N(C)C)=O (1S,3S)-5'-(4-Amino-3-(dimethylcarbamoyl)-2-fluorophenyl)-4'-chloro-3-ethyl-1',2'-dihydrospiro[cyclopentane-1,3'-pyrrolo[2,3-b]pyridine]-3-carboxamide